[Ni+2].C(CCC)N n-butylamine nickel(II)